ClC1=CC(=C(C=C1C#N)NS(=O)(=O)C=1C=C(C(=O)O)C=CC1C1CC1)OC1(CCCC1)C#C 3-(N-(4-chloro-5-cyano-2-((1-ethynylcyclopentyl)oxy)phenyl)sulfamoyl)-4-cyclopropylbenzoic acid